Ethyl 5-acetyl-1-(furan-3-yl)-6-methyl-2-oxo-1,2-dihydropyridine-3-carboxylate C(C)(=O)C=1C=C(C(N(C1C)C1=COC=C1)=O)C(=O)OCC